(R)-N-(1-(3-(1-(2-amino-2-oxoethyl)-1H-pyrazol-4-yl)-5-(1-methyl-1H-pyrazol-4-yl)phenyl)ethyl)-5-(2-(dimethylamino)ethoxy)-2-methylbenzamide NC(CN1N=CC(=C1)C=1C=C(C=C(C1)C=1C=NN(C1)C)[C@@H](C)NC(C1=C(C=CC(=C1)OCCN(C)C)C)=O)=O